Lactylacetat C(C(O)C)(=O)CC(=O)[O-]